(S)-N-(4-bromo-2-methyl-6-((oxetan-2-ylmethyl)amino)phenyl)-2-(4-(3-((4-Cyano-2-fluorophenoxy)methyl)phenoxy)piperidin-1-yl)acetamide BrC1=CC(=C(C(=C1)NC[C@H]1OCC1)NC(CN1CCC(CC1)OC1=CC(=CC=C1)COC1=C(C=C(C=C1)C#N)F)=O)C